C(C)(C)(C)OC(=O)NCCN1C(=CC=C1C(NCC1=CC=C(C=C1)Cl)=O)C(=O)OCC ethyl 1-(2-((tert-butoxycarbonyl)amino)ethyl)-5-((4-chlorobenzyl)carbamoyl)-1H-pyrrole-2-carboxylate